NC=1N=C(C(=NC1SC1=C(C(=NC=C1)N)Cl)C(C)=O)N1CCC2(CC1)[C@@H](C1=CC=CC=C1C2)N (S)-1-(5-amino-3-(1-amino-1,3-dihydrospiro[indene-2,4'-piperidine]-1'-yl)-6-((2-amino-3-chloropyridin-4-yl)sulfanyl)pyrazin-2-yl)ethanone